5-bromo-2-methyl-6-(1-methyl-2-propoxy-ethoxy)pyridin-3-amine BrC=1C=C(C(=NC1OC(COCCC)C)C)N